C1(=CCCCC1)CCNC(=O)C=1C(N(C(=C(C1)C1=CC=CC=C1)C)C1=CC(=CC=C1)C(F)(F)F)=O N-(2-cyclohex-1-en-1-ylethyl)-6-methyl-2-oxo-5-phenyl-1-[3-(trifluoromethyl)phenyl]-1,2-dihydropyridine-3-carboxamide